[Cl-].C(CCCCCCCCCCC)(=O)OCOC(C(=O)OC1CC2CCC(C1)[N+]21CCCC1)(C1=CC=CC=C1)C1=CC=CC=C1 3-(2-((Dodecanoyloxy)methoxy)-2,2-diphenylacetoxy)spiro[bicyclo[3.2.1]octane-8,1'-pyrrolidin]-8-ium chloride